tert-butyl 4-[3-(3-methoxy-4-methoxycarbonyl-phenoxy) cyclobutyl]-1-oxa-4,9-diazaspiro[5.5]undecane-9-carboxylate COC=1C=C(OC2CC(C2)N2CCOC3(C2)CCN(CC3)C(=O)OC(C)(C)C)C=CC1C(=O)OC